rac-ethyl (1R,2S,4S)-1-(3-bromo-4-fluorobenzyl)-2-methyl-4-(methylsulfonamido)cyclopentane-1-carboxylate BrC=1C=C(C[C@@]2([C@H](C[C@@H](C2)NS(=O)(=O)C)C)C(=O)OCC)C=CC1F |r|